C(C=C)(=O)N1C[C@H](CC1)N1N=C(C(=C1N)C(=O)N)C#CC=1C(=CC2=C(N=C(S2)C2CC2)C1)F (S)-1-(1-Acryloylpyrrolidin-3-yl)-5-amino-3-((2-cyclopropyl-6-fluorobenzo[d]thiazol-5-yl)ethynyl)-1H-pyrazole-4-carboxamide